(S)-2-(1-acryloyl-4-(5-(3-fluoro-4-hydroxyphenyl)-3,4-dihydro-2H-pyrano[2,3-f]quinazolin-10-yl)piperazin-2-yl)acetonitrile C(C=C)(=O)N1[C@H](CN(CC1)C1=NC=NC2=CC(=C3C(=C12)OCCC3)C3=CC(=C(C=C3)O)F)CC#N